FC(COC1=CC=CC(=C1)C(F)(F)F)(F)F 2-(2,2,2-trifluoroethoxy)-4-(trifluoromethyl)benzene